ClC=1C(=C(C=CC1F)N(C(=O)[C@H]1N(C(NC1)=O)C1=CC(=C2C(=N1)CCC21SCCS1)C(F)(F)F)C)F (S)-N-(3-chloro-2,4-difluorophenyl)-N-methyl-2-oxo-3-(4-(trifluoromethyl)-6,7-dihydrospiro[cyclopenta[b]pyridine-5,2'-[1,3]dithiolane]-2-yl)imidazolidine-4-carboxamide